BrC1=CC(=NC=C1OC)\C=N\[S@](=O)C(C)(C)C (R,E)-N-((4-bromo-5-methoxypyridin-2-yl)methylene)-2-methylpropane-2-sulfinamide